COC1=CC=C(C=C1)[Se]C1=C(CCNC(C2=NC=CC=C2)=O)C(=CC=C1)C N-(2-((4-methoxyphenyl)selanyl)-6-methylphenethyl)picolinamide